O1[C@@H]([C@@H](O)C(=O)C=2C(O)=CC(O)=CC12)C1=CC(O)=C(O)C=C1 (-)-taxifoline